C(#N)C1=CC=C(C=C1)C1=NC(=NC=C1SC)NC1=CC=C(C(=O)NC2=C(C=CC=C2C)C)C=C1 4-[4-(4-Cyano-phenyl)-5-methylsulfanyl-pyrimidin-2-ylamino]-N-(2,6-dimethyl-phenyl)-benzamid